C1(=CC=CC=C1)CC(=O)[O-] 2-Phenylacetate